C(C)(C)(C)OC(=O)N1CCC(CC1)CCCCN1CCNCC1 4-(4-(piperazin-1-yl)butyl)piperidine-1-carboxylic acid tert-butyl ester